4-[6-amino-2-(cyclopropylethynyl)-9H-purin-9-yl]-N-(3-methoxyphenyl)cyclohexanecarboxamide NC1=C2N=CN(C2=NC(=N1)C#CC1CC1)C1CCC(CC1)C(=O)NC1=CC(=CC=C1)OC